{4-[4-amino-7-(1-methylpiperidin-4-yl)pyrrolo[2,1-f][1,2,4]triazin-5-yl]phenyl}-2-oxo-1-phenyl-1,2-dihydropyridine-3-carboxamide NC1=NC=NN2C1=C(C=C2C2CCN(CC2)C)C2=CC=C(C=C2)C2=C(C(N(C=C2)C2=CC=CC=C2)=O)C(=O)N